2-((4-(butylsulfanyl)-7-(diethylamino)-6-nitro-2-oxo-2H-chromen-3-yl)methylene)malononitrile C(CCC)SC1=C(C(OC2=CC(=C(C=C12)[N+](=O)[O-])N(CC)CC)=O)C=C(C#N)C#N